2-(4-hydroxy-1-methylpiperidin-4-yl)-N-methylacetamide OC1(CCN(CC1)C)CC(=O)NC